6-Amino-2-[S(R)-ethylsulfonimidoyl]-N-methyl-8-oxo-N-propyl-9-(p-tolylmethyl)purine-7-carboxamide NC1=C2N(C(N(C2=NC(=N1)[S@](=O)(=N)CC)CC1=CC=C(C=C1)C)=O)C(=O)N(CCC)C |r|